ethyl 9-methoxy-[1,2,4]triazolo[4,3-a]quinoline-4-carboxylate COC=1C=CC=C2C=C(C=3N(C12)C=NN3)C(=O)OCC